Br[S] bromosulfur